FC(C(=O)NC1=NC=NC(=C1)OC)(F)F 2,2,2-trifluoro-N-(6-methoxypyrimidin-4-yl)acetamide